5'-O-(4,4'-dimethoxytrityl)-2'-aminouridine COC1=CC=C(C(C2=CC=C(C=C2)OC)(C2=CC=CC=C2)OC[C@@H]2[C@H]([C@]([C@@H](O2)N2C(=O)NC(=O)C=C2)(O)N)O)C=C1